(Bicyclo[1.1.1]pent-1-yl)-3-(3-chloro-4-fluorophenyl)-1-((5-(trifluoromethyl)-1H-pyrazol-3-yl)methyl)urea C12(CC(C1)C2)N(C(=O)NC2=CC(=C(C=C2)F)Cl)CC2=NNC(=C2)C(F)(F)F